C(C1=CC=CC=C1)N1C2=NC=NC(=C2N=C1C1=C(C=C(OCCC(=O)O)C=C1)Cl)OC1(CC1)C 3-(4-(9-benzyl-6-(1-methylcyclopropoxy)-9H-purin-8-yl)-3-chlorophenoxy)propanoic acid